OCN1C=[N+](C=C1)CO 1,3-bis-hydroxymethylimidazolium